(S)-2-(cyclopropylmethoxy)-3,3-dimethylbutanoic acid C1(CC1)CO[C@H](C(=O)O)C(C)(C)C